CC(C)C(C(C)C)=O 2,4-Dimethyl-3-Pentanon